FC1=C(C#N)C=CC(=C1)O[C@H]1CN(C[C@]1([C@@H](C)O)O)S(=O)(=O)C1=NC=C(C=C1)OC(F)(F)F 2-fluoro-4-(((3S,4R)-4-hydroxy-4-((R)-1-hydroxyethyl)-1-((5-(trifluoromethoxy)pyridin-2-yl)sulfonyl)pyrrolidin-3-yl)oxy)benzonitrile